(E)-tert-butyl 4-(6-(3-(3,4-dimethoxyphenyl)acryloyl)pyridin-2-ylamino)-4-oxobutanoate COC=1C=C(C=CC1OC)/C=C/C(=O)C1=CC=CC(=N1)NC(CCC(=O)OC(C)(C)C)=O